5-(3-morpholino-5-(((tetrahydrofuran-3-yl)methyl)sulfonyl)phenyl)pyrimidin-2-Amine O1CCN(CC1)C=1C=C(C=C(C1)S(=O)(=O)CC1COCC1)C=1C=NC(=NC1)N